(±)-1,2-Dithiolane-3-pentanoic acid S1S[C@@H](CC1)CCCCC(=O)O |r|